O1C(=CC(C2=CC=CC=C12)=O)C(=O)O chromone-carboxylic acid